4-hydroxy-3-nitrobenzonitrile OC1=C(C=C(C#N)C=C1)[N+](=O)[O-]